C(C)(=O)NC=1SC(=C(N1)F)C(=O)O 2-Acetamido-4-fluorothiazole-5-carboxylic acid